1-oxo-1lambda4-thiane-4-carboxylic acid O=S1CCC(CC1)C(=O)O